tridecyl-dimethyl-ammonium chloride [Cl-].C(CCCCCCCCCCCC)[NH+](C)C